CC1=C(C=NN1CC1=NC=CC=C1)C(C(C)N1C(C=CC(=C1)C=C)=O)=O 1-(1-(5-methyl-1-(pyridin-2-ylmethyl)-1H-pyrazol-4-yl)-1-oxopropan-2-yl)-5-vinylpyridin-2(1H)-one